ClC1=C2CCN(CC2=C(C(=C1OC)OC)Cl)C(=O)C1CN(CCC1)C(=O)OC(C)(C)C tert-Butyl 3-(5,8-dichloro-6,7-dimethoxy-1,2,3,4-tetrahydroisoquinoline-2-carbonyl)piperidine-1-carboxylate